COC(C1=CC=C(C=C1)CN1C2=NC(=NC(=C2N=C1)NCCCC)Cl)=O 4-[2-chloro-6-(butylamino)-9H-purinyl]methyl-benzoic acid methyl ester